O1CCCC12CCCCC2 1-oxa-spiro[4.5]decane